5-bromo-2-((2-chloro-1H-imidazole-1-yl)methyl)pyrimidine BrC=1C=NC(=NC1)CN1C(=NC=C1)Cl